C(C)OC(C(=O)NC1=C(C(=C(C=C1C)C)C(=O)P(=O)(C1=CC=CC=C1)C1=CC=CC=C1)C)=O ethyl-2-(3-diphenylphosphorylcarbonyl-2,4,6-trimethyl-anilino)2-oxo-acetate